4-(3-fluoro-4-hydroxy-5-methoxybenzylidene)-1-methyl-5-oxo-4,5-dihydro-1H-imidazole-2-carbaldehyde O-methyl oxime CON=CC=1N(C(C(N1)=CC1=CC(=C(C(=C1)OC)O)F)=O)C